COC(/C=C(/C(=O)OC(N(CC1=CC=CC=C1)CC(=O)OCC)=O)\C)=O methyl-(2E)-but-2-ene-1,4-dioic acid {N-[(ethoxycarbonyl) methyl]-N-benzylcarbamoyl} methyl ester